(1-((5-nitro-1-tosyl-1H-pyrrolo[2,3-b]pyridin-4-yl)amino)pyrrolidin-3-yl)carbamic acid tert-butyl ester C(C)(C)(C)OC(NC1CN(CC1)NC1=C2C(=NC=C1[N+](=O)[O-])N(C=C2)S(=O)(=O)C2=CC=C(C)C=C2)=O